3-(5-(3-cyclobutyl-7-(pyrrolidin-1-ylmethyl)-1H-pyrazolo[4,3-b]pyridin-5-yl)-1-oxo-isoindolin-2-yl)piperidine-2,6-dione C1(CCC1)C1=NNC=2C1=NC(=CC2CN2CCCC2)C=2C=C1CN(C(C1=CC2)=O)C2C(NC(CC2)=O)=O